C1(CCCC1)C1=CC(=NN1)NC1=NC(=NC=C1)N(C1CC2(CNC2)C1)C N4-(5-Cyclopentyl-1H-pyrazol-3-yl)-N2-methyl-N2-(2-azaspiro[3.3]heptan-6-yl)pyrimidine-2,4-diamine